N-((S)-4-methyl-1-oxo-1-(((S)-3-oxo-1-((S)-2-oxopyrrolidin-3-yl)-4-(trifluoromethoxy)butan-2-yl)amino)pentan-2-yl)-1H-pyrrolo[3,2-b]pyridine-3-carboxamide CC(C[C@@H](C(N[C@@H](C[C@H]1C(NCC1)=O)C(COC(F)(F)F)=O)=O)NC(=O)C1=CNC=2C1=NC=CC2)C